COC(=O)C=1C=CC2=C(CCCC(C2=O)C2CC3CCC(C2)C3)C1.C(#N)C1=CC=C(C=C1)N1CCCC(C1)C1=CC=C(C=C1)C(F)(F)F (2S)-1-(4-cyanophenyl)-5-(4-(trifluoromethyl)phenyl)piperidine methyl-6-(bicyclo[3.2.1]octan-3-yl)-5-oxo-6,7,8,9-tetrahydro-5H-benzo[7]annulene-2-carboxylate